ClC=1C=C(C=O)C=C(N1)C=1SC=CC1 2-chloro-6-(thiophen-2-yl)isonicotinaldehyde